F[C@H]1[C@@]2(CC[C@H](C[C@H]1OC=1N=CC(=NC1)C1=C(C=C(C=C1)N1C=NC=C1)O)N2)C 2-(5-(((1s,2s,3r,5r)-2-fluoro-1-methyl-8-azabicyclo[3.2.1]oct-3-yl)oxy)pyrazin-2-yl)-5-(1H-imidazol-1-yl)phenol